COC=1C=C2CCN(C(C2=CC1NC=1N=NC(=C(N1)NC1=C(C=CC=C1)C1OCCCC1)C(=O)N)C)C ((6-methoxy-1,2-dimethyl-1,2,3,4-tetrahydroisoquinolin-7-yl)amino)-5-((2-(tetrahydro-2H-pyran-2-yl)phenyl)amino)-1,2,4-triazine-6-carboxamide